6-phospho-fructose P(=O)(O)(O)OC[C@H]([C@H]([C@@H](C(CO)=O)O)O)O